C(#N)C1(CCC=2C=CC=NC2C1)NC(C(CC1CC1)NC(=O)C=1NC2=CC=CC(=C2C1)OC)=O N-[2-[(7-cyano-6,8-dihydro-5H-quinolin-7-yl)amino]-1-(cyclopropylmethyl)-2-oxo-ethyl]-4-methoxy-1H-indole-2-carboxamide